ClC=1C=C2C=C(N=CC2=C(N1)Cl)NC(=O)[C@H]1[C@@H](C1)C=1C=NN(C1)C trans-N-(6,8-dichloro-2,7-naphthyridin-3-yl)-2-(1-methyl-1H-pyrazol-4-yl)cyclopropane-1-carboxamide